4-(perfluoropropan-2-yl)-2-((trifluoromethyl)thio)aniline FC(C(C(F)(F)F)(C1=CC(=C(N)C=C1)SC(F)(F)F)F)(F)F